2-({bis(4-methoxybenzyl)aminocarbonyloxy}methyl)-6-({bis(4-methoxybenzyl)aminocarbonyloxy}methyl)pyridine COC1=CC=C(CN(C(=O)OCC2=NC(=CC=C2)COC(=O)N(CC2=CC=C(C=C2)OC)CC2=CC=C(C=C2)OC)CC2=CC=C(C=C2)OC)C=C1